ClC1=CC=C(S1)C1=NN(C2=CC=C(C=C12)NC=1C=CC(=NC1)CC(=O)O)CC(F)F 2-(5-((3-(5-chlorothien-2-yl)-1-(2,2-difluoroethyl)-1H-indazol-5-yl)amino)pyridin-2-yl)acetic acid